BrCCCCN1C(C2=CC=CC=C2C1=O)=O 2-(4-bromobutyl)isoindoline-1,3-dione